8-bromo-N-{[5-(2-methoxyphenyl)-1H-imidazol-2-yl]methyl}-2-(morpholin-4-yl)pyrazolo[1,5-a][1,3,5]triazin-4-amine BrC=1C=NN2C1N=C(N=C2NCC=2NC(=CN2)C2=C(C=CC=C2)OC)N2CCOCC2